CC1([C@H](C1)C(=O)N1CC2(C1)CNCC2C(=O)[O-])C 2-((S)-2,2-dimethylcyclopropane-1-carbonyl)-2,6-diazaspiro[3.4]octane-8-carboxylate